ClC1=CC=2N(C=C1C#N)C(=C(N2)C(C2=NC=CC=C2)(C2=CC=CC=C2)O)CC 7-chloro-3-ethyl-2-[hydroxy(phenyl)(pyridin-2-yl)methyl]imidazo[1,2-a]pyridine-6-carbonitrile